N-hydroxy-4-(1-methyl-8,9,10,11-tetrahydro-3H-pyrazolo[4,3-a]phenanthridin-7-yl)benzamide ONC(C1=CC=C(C=C1)C1=NC2=CC=C3C(=C2C=2CCCCC12)C(=NN3)C)=O